FC1=C(C=C(C=C1)F)C1=CC=C(C=C1)N1C(N(CCC1)C=1SC(=C(N1)C(F)(F)F)S(=O)(=O)N)=O 2-(3-(2',5'-Difluoro-[1,1'-biphenyl]-4-yl)-2-oxotetrahydropyrimidin-1(2H)-yl)-4-(trifluoromethyl)thiazole-5-sulfonamide